(tert-butyl)-5-nitro-1-(phenylsulfonyl)-1H-pyrrolo[2,3-b]pyridin-4-amine C(C)(C)(C)C1=CC2=C(N=CC(=C2N)[N+](=O)[O-])N1S(=O)(=O)C1=CC=CC=C1